5-{4-[4-(1-tert-butoxycarbonyl-1,2,3,6-tetrahydro-pyridin-4-yl)-phenylcarbamoyl]-benzoylamino}-1,3-dihydro-isoindole-2-carboxylic acid tert-butyl ester C(C)(C)(C)OC(=O)N1CC2=CC=C(C=C2C1)NC(C1=CC=C(C=C1)C(NC1=CC=C(C=C1)C=1CCN(CC1)C(=O)OC(C)(C)C)=O)=O